N(=NC(C#N)(CC(C)C)C)C(C#N)(CC(C)C)C 2,2'-Azobis{2,4-dimethylvaleronitrile}